tert-butyl N-[2-[2-[2-[3-[1-(2,6-dioxo-3-piperidyl)-3-methyl-2-oxo-benzimidazol-5-yl]propoxy]ethoxy]ethoxy]ethyl]carbamate O=C1NC(CCC1N1C(N(C2=C1C=CC(=C2)CCCOCCOCCOCCNC(OC(C)(C)C)=O)C)=O)=O